ClC=1N=CC2=C(N1)N(C(=C2)C(=O)N(C)C)C2CCCC2 2-chloro-7-cyclopentyl-N,N-dimethyl-7H-pyrrolo[2,3-d]pyrimidine-6-formamide